1-((S)-2-((6-(((S)-6-methoxy-1,2-dimethyl-1,2,3,4-tetrahydroisoquinolin-7-yl)amino)-1H-pyrazolo[3,4-d]pyrimidin-1-yl)methyl)pyrrolidin-1-yl)ethan-1-one Hydrochloride Cl.COC=1C=C2CCN([C@H](C2=CC1NC1=NC=C2C(=N1)N(N=C2)C[C@H]2N(CCC2)C(C)=O)C)C